3-(7-chloro-8-fluoro-2-(((2R,7aS)-2-fluorotetrahydro-1H-pyrrolizin-7a(5H)-yl)methoxy)pyrido[4,3-d]pyrimidin-4-yl)-N-methyl-3-azabicyclo[3.2.1]octane-1-carboxamide ClC1=C(C=2N=C(N=C(C2C=N1)N1CC2(CCC(C1)C2)C(=O)NC)OC[C@]21CCCN1C[C@@H](C2)F)F